FC1=C(C(=O)O)C=C(C(=C1F)F)F 2,3,4,5-tetrafluorobenzoic acid